isopropyl trans-N-[4-[5-[4-[2-(benzyl(methyl)amino)-2-oxoethyl]-2-(ethylsulfamoyl)phenyl]thiazol-2-yl]cyclohexyl]carbamate C(C1=CC=CC=C1)N(C(CC1=CC(=C(C=C1)C1=CN=C(S1)[C@@H]1CC[C@H](CC1)NC(OC(C)C)=O)S(NCC)(=O)=O)=O)C